((2-methoxy-4-(5-(trifluoromethyl)-1,2,4-oxadiazol-3-yl)phenyl)imino)(methyl)(pyridin-2-yl)-λ6-sulfanone COC1=C(C=CC(=C1)C1=NOC(=N1)C(F)(F)F)N=S(=O)(C1=NC=CC=C1)C